Cl.C(C1=CC=CC=C1)OC1=C2CC(NCC2=C(C=C1OC)Br)C(=O)OCC ethyl 5-(benzyloxy)-8-bromo-6-methoxy-1,2,3,4-tetrahydroisoquinoline-3-carboxylate hydrochloride salt